tert-Butyl N-[(5-bromopyrimidin-2-yl)methyl]-N-methyl-carbamate BrC=1C=NC(=NC1)CN(C(OC(C)(C)C)=O)C